C1(CC1)C1=CC=2N(C=C1)N=C(N2)CN (7-Cyclopropyl-[1,2,4]triazolo[1,5-a]pyridin-2-yl)methylamine